ClC=1C=C(C=CC1F)C(CO)(C)NC1=NC2=C(N1)C=CC=C2CN2C(SC=C2)=N 2-(3-chloro-4-fluorophenyl)-2-({4-[(2-imino-2,3-dihydro-1,3-thiazol-3-yl)methyl]-1H-1,3-benzodiazol-2-yl}amino)propan-1-ol